C=CCCCCCCC METHYLIDENEOCTAN